4E-2E-dodecene C=CCCCCCCCCCC